ClC=1C=C(C=CC1)[C@H]1C[C@@H](CO1)C1=NOC(=N1)CN1C=NC=2N=CN(C2C1=O)C 1-((3-((3R,5R)-5-(3-chlorophenyl)tetrahydro-furan-3-yl)-1,2,4-oxadiazol-5-yl)methyl)-7-methyl-1,7-dihydro-6H-purin-6-one